9-ethyl-8-[4-(4-hydroxybutyl)piperidin-1-yl]-6,6-dimethyl-11-oxo-5H,6H,11H-benzo[b]carbazole-3-carbonitrile C(C)C1=CC2=C(C(C=3NC4=CC(=CC=C4C3C2=O)C#N)(C)C)C=C1N1CCC(CC1)CCCCO